ClC1=C(C(=CC=C1)Cl)C1(CN(C1)C1=C(C=C(CN2CCC(CC2)C(=O)O)C=C1C)C)F (4-(3-(2,6-dichlorophenyl)-3-fluoroazetidin-1-yl)-3,5-dimethylbenzyl)-piperidine-4-carboxylic acid